BrCC1(CN(C1)C(=O)OC(C)(C)C)F tert-butyl 3-(bromomethyl)-3-fluoroazetidine-1-carboxylate